5-((6-methoxypyridin-3-yl)methoxy)-2-methylbenzofuran-3-carboxylic acid COC1=CC=C(C=N1)COC=1C=CC2=C(C(=C(O2)C)C(=O)O)C1